C(C1CO1)(=O)OC methyl glycidate